The molecule is a member of the class of chromenes that is 2H-chromene substituted by geminal methyl groups at position 2, methoxy groups at positions 5 and 7 and a (3R)-3-hydroxybutanoyl group at position 6. Isolated from the leaves of Mallotus apelta, it exhibits antineoplastic activity. It has a role as a metabolite and an antineoplastic agent. It is a member of chromenes, an aromatic ether, a beta-hydroxy ketone and an aromatic ketone. C[C@H](CC(=O)C1=C(C=C2C(=C1OC)C=CC(O2)(C)C)OC)O